(S)-3-((3-(ethoxymethyl)-3-(2-(5-methylthiophen-3-yl)ethyl)pyrrolidin-1-yl)methyl)pyridine C(C)OC[C@@]1(CN(CC1)CC=1C=NC=CC1)CCC1=CSC(=C1)C